CN([C@H]1C[C@H](C1)NS(=O)(=O)CCC)C=1C2=C(N=CN1)NC=C2 N-{cis-3-[methyl-(7H-pyrrolo[2,3-d]pyrimidine-4-yl)amino]cyclobutyl}-propane-1-sulfonamide